O[C@@H](CCC)C1=CC(=C(C=N1)C=1C=2N(C3=CC(=NC=C3C1)NC(=O)C1COC1)C=CN2)C (S)-N-(4-(6-(1-hydroxybutyl)-4-methylpyridin-3-yl)imidazo[1,2-a][1,6]naphthyridin-8-yl)oxetan-3-carboxamide